methyl 6-chloro-2-(2-oxopiperidin-1-yl)nicotinate ClC1=NC(=C(C(=O)OC)C=C1)N1C(CCCC1)=O